[(3R,4R)-1-(2-cyanoacetyl)-4-methyl-3-piperidyl-methyl-amino]-N-[2-oxo-2-(4-piperazin-1-ylanilino)ethyl]pyrrolo[2,3-d]pyrimidine-7-carboxamide C(#N)CC(=O)N1C[C@@H]([C@@H](CC1)C)N(C)C=1N=CC2=C(N1)N(C=C2)C(=O)NCC(NC2=CC=C(C=C2)N2CCNCC2)=O